1-bromo-3-[bromo(2H2)methyl]benzene BrC1=CC(=CC=C1)C([2H])([2H])Br